COCCOCCN(C)CC1=CC=C(N\C(\C2=CC=CC=C2)=C\2/C(NC3=CC(=CC=C23)C(=O)OC)=O)C=C1 3-Z-[1-(4-((N-(2-(2-methoxy-ethoxy)-ethyl)-N-methyl-amino)-methyl)-anilino)-1-phenyl-methylene]-6-methoxycarbonyl-2-indolinone